ClC1=CC=C(C(=O)NNC(C(=O)OCC)=O)C=C1 ethyl 2-(2-(4-chlorobenzoyl) hydrazino)-2-oxoacetate